ClC1=C(C(=C(OCC(=O)O)C=C1)F)F 2-(4-chloro-2,3-difluoro-phenoxy)acetic acid